trifluorodiethylaminosulfur FS(N(CC)CC)(F)F